2-(pyrrolidino)acetic acid N1(CCCC1)CC(=O)O